ClC=1N=CC=C2C1N(C(=C2)C(=O)NC2(CCC2)C)C 7-chloro-1-methyl-N-(1-methylcyclobutyl)pyrrolo[2,3-c]pyridine-2-carboxamide